3-amino-2-(1-methyl-2-oxopyridin-4-yl)-N-[3-(1H-pyrazol-4-yl)-1H-indol-7-yl]propanamide NCC(C(=O)NC=1C=CC=C2C(=CNC12)C=1C=NNC1)C1=CC(N(C=C1)C)=O